6-tribromomethyl-nicotinic acid methyl ester COC(C1=CN=C(C=C1)C(Br)(Br)Br)=O